C(N)(=O)C1=C(C(=CC(=C1)Cl)C)NC(=O)C=1N(N=CC1)C1=NC=CC=C1Cl N-(2-carbamoyl-4-chloro-6-methyl-phenyl)-2-(3-chloro-2-pyridinyl)pyrazole-3-carboxamide